C1(CCCCCCC=CCCCCCCC1)=O Cyclohexadec-8-en-1-one